(4-fluoro-3-(methoxycarbonyl)phenyl)pyrrolidine-1-carboxylic acid tert-butyl ester C(C)(C)(C)OC(=O)N1C(CCC1)C1=CC(=C(C=C1)F)C(=O)OC